tert-Butyl 2-(5-bromo-3-iodo-7-(trifluoromethyl)-1H-indazol-1-yl)acetate BrC=1C=C2C(=NN(C2=C(C1)C(F)(F)F)CC(=O)OC(C)(C)C)I